4-((1-(4-(2-(2-Aminopyridin-3-yl)-5-(4-(trifluoromethyl)phenyl)-3H-imidazo[4,5-b]pyridin-3-yl)benzyl)piperidin-4-yl)amino)pyrimidine-2-carbonitrile NC1=NC=CC=C1C1=NC=2C(=NC(=CC2)C2=CC=C(C=C2)C(F)(F)F)N1C1=CC=C(CN2CCC(CC2)NC2=NC(=NC=C2)C#N)C=C1